2-ethoxyethanol methyl-5-acetyl-2-(3,4-dichlorophenyl)-1-ethyl-6-methyl-4-oxo-pyridine-3-carboxylate CC1(N(C(=C(C(C1C(=O)OCCOCC)=O)C(C)=O)C)CC)C1=CC(=C(C=C1)Cl)Cl